C(C)(C)(C)OC(NCCCC[C@@H](C(CCl)=O)NC([C@H](CC(C)C)NC(C(=O)NC1=C(C=CC=C1)F)=O)=O)=O ((S)-7-chloro-5-((S)-2-(2-((2-fluorophenyl)amino)-2-oxoacetamido)-4-methylpentanamido)-6-oxoheptyl)carbamic acid tert-butyl ester